2-(1-Diisopropoxyphosphoryl-indol-3-yl)-N,N-dimethyl-ethylamine C(C)(C)OP(=O)(OC(C)C)N1C=C(C2=CC=CC=C12)CCN(C)C